[2-(methoxymethoxy)-4-(trifluoromethyl)phenyl]boronic acid COCOC1=C(C=CC(=C1)C(F)(F)F)B(O)O